SC=1NC(C2=C(N1)CCOCC2)=O 2-mercapto-5,6,8,9-tetrahydrooxepino[4,5-d]pyrimidin-4(3H)-one